iminoguanidinium N=NC(=[NH2+])N